N-(((1S,3R)-1-(dimethylamino)-3-methylcyclohexyl)methyl)-4-(trifluoromethoxy)benzenesulfonamide CN([C@@]1(C[C@@H](CCC1)C)CNS(=O)(=O)C1=CC=C(C=C1)OC(F)(F)F)C